FC(C1=NC2=CC=C(C(=C2NC1=O)F)CN1CCN(CC1)C=1C=CC(=NC1F)NC(=O)C=1C(=NN(C1)C)F)F N-(5-(4-((2-(difluoromethyl)-5-fluoro-3-oxo-3,4-dihydroquinoxalin-6-yl)methyl)piperazin-1-yl)-6-fluoropyridin-2-yl)-3-fluoro-1-methyl-1H-pyrazole-4-carboxamide